N-(2-Bromo-4-(1,1,1,3,3,3-hexafluoro-2-methoxypropan-2-yl)-6-(trifluoromethyl)phenyl)-3-(4-chloro-N-(cyclopropylmethyl)benzamido)-2-fluorobenzamid BrC1=C(C(=CC(=C1)C(C(F)(F)F)(C(F)(F)F)OC)C(F)(F)F)NC(C1=C(C(=CC=C1)N(C(C1=CC=C(C=C1)Cl)=O)CC1CC1)F)=O